3-chloro-3-(3,4-difluorophenyl)acrylonitrile ClC(=CC#N)C1=CC(=C(C=C1)F)F